CN1N=CC(=C1)C=1C=C(C=CC1)CN 1-[3-(1-methyl-1H-pyrazol-4-yl)phenyl]methanamine